CIS-1-[(8-Dimethylamino-2-oxo-8-phenyl-1,3-diazaspiro[4.5]decan-1-yl)-methyl]-cyclobutane CN(C1(CCC2(CNC(N2CC2CCC2)=O)CC1)C1=CC=CC=C1)C